FC=1C(=C(OC2=NC=C(C(=C2C=2NC(=C(C(C2C(=O)N)=O)C)C)C)C(F)(F)F)C=CC1F)C 2-[2-(3,4-Difluoro-2-methyl-phenoxy)-4-methyl-5-(trifluoromethyl)-3-pyridinyl]-5,6-dimethyl-4-oxo-1H-pyridine-3-carboxamide